[Cl-].C1(=C(C(=CC(=C1)C)C)N1C=[N+](C=C1)C1=C(C=C(C=C1C)C)C)C 1,3-dimesitylimidazolium chloride